N-(7-chloroquinolin-8-yl)-3-(dimethylamino)pyrazine-2-sulfonamide diethyl-1-{2-[4-chloro-3-(trifluoromethoxy)phenyl]-2-oxoethyl}-4-cyclopropyl-1H-pyrazole-3,5-dicarboxylate C(C)OC(=O)C1=NN(C(=C1C1CC1)C(=O)OCC)CC(=O)C1=CC(=C(C=C1)Cl)OC(F)(F)F.ClC1=CC=C2C=CC=NC2=C1NS(=O)(=O)C1=NC=CN=C1N(C)C